1,4-benzenedimethanedithiol C1(=CC=C(C=C1)C(S)S)C(S)S